tert-Butyl (2-(5-(azetidine-1-carbonyl)-1H-indole-2-carboxamido)ethyl)carbamate N1(CCC1)C(=O)C=1C=C2C=C(NC2=CC1)C(=O)NCCNC(OC(C)(C)C)=O